F[C@H]1CN(CC[C@H]1OCCOC)C1=NC=CC(=N1)NC=1N=CC2=C(C=CC(=C2C1)C(C)C)N1[C@@H]([C@H](C1)CS(=O)(=O)C)C N-{2-[(3S,4R)-3-fluoro-4-(2-methoxyethoxy)piperidin-1-yl]pyrimidin-4-yl}-8-[(2R,3S)-3-(methanesulfonylmeth-yl)-2-methylazetidin-1-yl]-5-(propan-2-yl)isoquinolin-3-amine